BrC=1C=NN(C1)C1=CC(=CC=C1)Cl 4-bromo-1-(3-chlorophenyl)pyrazole